CN(CCOC=1C(=CC=C2C(=CC(NC12)=O)C1=CC=CC=C1)NCC1=CC=C(C=C1)OC)C 8-(2-(dimethylamino)ethoxy)-7-((4-methoxybenzyl)amino)-4-phenylquinolin-2(1H)-one